(2R)-2-[(4-ethylphenyl)methoxymethyl]oxirane tetramethylxylylenediacrylate CC(=C(C(=O)O)C)CC=1C(=CC=CC1)CC(=C(C(=O)O)C)C.C(C)C1=CC=C(C=C1)COC[C@@H]1OC1